C(C)(C)[Si]1(O[Si](OC[C@@H]2[C@@H](O1)[C@H]([C@@H](C2)NC(OC(C)(C)C)=O)OC)(C(C)C)C(C)C)C(C)C Tert-butyl ((6aR,8R,9S,9aR)-2,2,4,4-tetraisopropyl-9-methoxyhexahydro-cyclopenta[f][1,3,5,2,4]trioxadisilocin-8-yl)carbamate